tert-butyl 5,5-difluoro-2-(methylsulfanyl)-5H,6H,7H,8H-pyrido[3,4-d]pyrimidine-7-carboxylate FC1(CN(CC=2N=C(N=CC21)SC)C(=O)OC(C)(C)C)F